FC(S(=O)(=O)OC1=CC=C2C=3C(=C(N(C(C13)=O)C1=CC=CC=C1)[C@H](C)NC(=O)OC(C)(C)C)CCC2)(F)F (S)-3-(1-(tert-butoxycarbonylamino) ethyl)-1-oxo-2-phenyl-2,4,5,6-tetrahydro-1H-benzo[de]isoquinolin-9-yl trifluoromethanesulfonate